3-(2-(4-(2-amino-3-nitropyridin-4-yl)-1H-pyrazol-1-yl)pyridin-4-yl)-4,4,4-trifluorobutan-1-ol NC1=NC=CC(=C1[N+](=O)[O-])C=1C=NN(C1)C1=NC=CC(=C1)C(CCO)C(F)(F)F